4-(4-cyano-2-methoxyphenyl)-5-(cyclopentylmethoxy)-2,8-dimethyl-1,4-dihydro-1,6-naphthyridine-3-carboxamide C(#N)C1=CC(=C(C=C1)C1C(=C(NC2=C(C=NC(=C12)OCC1CCCC1)C)C)C(=O)N)OC